N1=C(C=CC=C1)CN1C(C(=C(C1=O)C1=CC=C(C=C1)C(F)(F)F)C#CC1=CC=CC2=CC=CC=C12)=O 1-(pyridin-2-ylmethyl)-3-(naphthalen-1-ylethynyl)-4-(4-(trifluoromethyl)phenyl)-1H-pyrrole-2,5-dione